Palladium (II) 3-(methylamino)-2-phenylbenzen-1-ide CNC=1C(=[C-]C=CC1)C1=CC=CC=C1.[Pd+2].CNC=1C(=[C-]C=CC1)C1=CC=CC=C1